NC=1C(NC2=C3C=CC=NC3=C(C=C2C1C=1C2=CN(N=C2C(=CC1)F)C1OCCCC1)C=C)=O 3-Amino-6-ethenyl-4-[7-fluoro-2-(oxan-2-yl)indazol-4-yl]-1H-1,7-phenanthrolin-2-one